4-(4-(azepin-1-yl)-3-fluorophenyl)thiazol-2-amine N1(C=CC=CC=C1)C1=C(C=C(C=C1)C=1N=C(SC1)N)F